C1(CCCCC1)C1CC=NN1C(C(C)(C)C)=O 1-(5-cyclohexyl-4,5-dihydro-1H-pyrazol-1-yl)-2,2-dimethylpropan-1-one